ClC1=NC(=NC(=N1)C1=CC=CC2=CC=CC=C12)C1=CC=CC=C1 2-chloro-4-(naphthalen-1-yl)-6-phenyl-1,3,5-triazine